2-butyl-octanethiol C(CCC)C(CS)CCCCCC